FC(C(=O)O)(OC(F)(F)F)F Perfluoro-2-methoxyacetic acid